C(C=C)OC(=O)NC1C2CC2CC1 2-({[(prop-2-en-1-yl)oxy]Carbonyl}amino)bicyclo[3.1.0]Hexane